1-(indol-4-ylmethyl)-N3-methyl-N5-((1s,2s)-2-methylcyclopropyl)-2-oxo-1,2-dihydropyridine-3,5-dicarboxamide N1C=CC2=C(C=CC=C12)CN1C(C(=CC(=C1)C(=O)N[C@@H]1[C@H](C1)C)C(=O)NC)=O